NC1=C(C=C(C=N1)NC(C(=O)N1[C@H](CC[C@@H](C1)C)C1=CC=C2C(=N1)C=NN2)=O)C N-(6-amino-5-methyl-3-pyridyl)-2-[(2R,5S)-5-methyl-2-(1H-pyrazolo[4,3-b]pyridin-5-yl)-1-piperidyl]-2-oxo-acetamide